C(CCCCCCCCCCC)N(C1CN(CCN1CCCCCCCCCC)CCN(CCCCCCCCCC)CCCCCCCCCC)CCCCCCCCCCCC 3-(didodecylamino)-N1,N1,4-tridecyl-1-piperazineethylamine